Methyl 4-bromo-3-chloro-benzoate BrC1=C(C=C(C(=O)OC)C=C1)Cl